3-bromo-2-(5-fluoropyridin-2-yl)-6,7-dihydro-4H-pyrazolo[5,1-c][1,4]Oxazine BrC=1C(=NN2C1COCC2)C2=NC=C(C=C2)F